4-((3-benzoyl-5-(3,5-dichlorobenzylidene)-4-oxothiazolidin-2-ylidene)amino)benzoic acid C(C1=CC=CC=C1)(=O)N1C(SC(C1=O)=CC1=CC(=CC(=C1)Cl)Cl)=NC1=CC=C(C(=O)O)C=C1